BrC=1C=C(SC1)C=1C=C(C(=C(C=O)C1)O)F 5-(4-bromothien-2-yl)-3-fluoro-2-hydroxybenzaldehyde